C(C)(C)N1N=CC=2C1=NC(=NC2NC=2N=CN(C2)C2=CC(=C(C(=C2)OC)OC)OC)C(CC(=O)N(C)C)C 3-(1-isopropyl-4-((1-(3,4,5-trimethoxyphenyl)-1H-imidazol-4-yl)amino)-1H-pyrazolo[3,4-d]pyrimidin-6-yl)-N,N-dimethylbutyramide